(E)-3-(3-chlorophenyl)-1-phenylprop-2-en-1-one ClC=1C=C(C=CC1)/C=C/C(=O)C1=CC=CC=C1